N1C=C(C2=CC=CC=C12)C(CC1N(CCC2=CC(=C(C=C12)OC)OC)C=O)C 1-(2-(1H-indol-3-yl)propyl)-6,7-dimethoxy-3,4-di-hydroisoquinoline-2(1H)-formaldehyde